CS(=O)(=O)O (S)-methanesulfonic acid